COC=1N=C2C(=CC=NC2=CC1OC)OC1=C(C=C(C=C1)NC(=O)C=1C(=NC(=C(C1O)C1=NC=CC=C1C)C)COC)F N-[4-[(6,7-Dimethoxy-1,5-naphthyridin-4-yl)oxy]-3-fluorophenyl]-4-hydroxy-2-(methoxymethyl)-6-methyl-5-(3-methylpyridin-2-yl)pyridine-3-carboxamide